C1(=CC=CC=C1)C1=NC(=NC(=N1)C1=CC=CC=C1)C1=C(C=C(C=C1)OCCOC(C=C)=O)O 2,4-diphenyl-6-[2-hydroxy-4-(2-acryloyloxyethoxy)phenyl]-s-triazine